ClC=1C=C(C=C(C1OC=1C2=C(C(NN1)=O)C(CC2)C)Cl)N2N=C(C(NC2=O)=O)C#N 2-(3,5-dichloro-4-((7-methyl-1-oxo-2,5,6,7-tetrahydro-1H-cyclopenta[d]pyridazin-4-yl)oxy)phenyl)-3,5-dioxo-2,3,4,5-tetrahydro-1,2,4-triazine-6-carbonitrile